FC1=C(C(=CC=C1)F)S(=O)(=O)NC=1C(=C(C=CC1)C=1N=C(SC1C1=NC(=NC=C1)NC1CC2(CS(C2)(=O)=O)C1)C1(CCN(CC1)C(=O)OC(C)(C)C)C)F tert-butyl 4-(4-(3-(2,6-difluorophenylsulfonylamino)-2-fluorophenyl)-5-(2-((2,2-dioxo-2-thiaspiro[3.3]hept-6-yl) amino) pyrimidin-4-yl) thiazol-2-yl)-4-methylpiperidine-1-carboxylate